2-Chloro-5-iodo-3-methylpyrimidin-4(3H)-one ClC1=NC=C(C(N1C)=O)I